C(C=C)OC(C(C)O)[Na] 1-allyloxy-2-hydroxypropyl-sodium